CC1C=2C=CC(=NC2NCC1)CCCCO[C@H]1CN(CC1)C(C(=O)O)C1=CC=CC=C1 2-((3R)-3-(4-(5-methyl-5,6,7,8-tetrahydro-1,8-naphthyridin-2-yl)butoxy)pyrrolidin-1-yl)-2-phenylacetic acid